C(C)(=O)OC(CC(C)C)OC Methoxy-3-Methyl-1-Butyl Acetate